C(CCCCCCCCCCC)OS(=O)(=O)C1=CC=CC=C1.C(C)(C)N isopropyl-amine dodecyl-benzenesulfonate salt